(RS)-α-cyano-3-phenoxybenzyl (Z)-(1RS,3RS)-3-(2-chloro-3,3,3-trifluoroprop-1-enyl)-2,2-dimethylcyclopropanecarboxylate Cl\C(=C/[C@@H]1C([C@@H]1C(=O)O[C@H](C1=CC(=CC=C1)OC1=CC=CC=C1)C#N)(C)C)\C(F)(F)F |r|